tertbutyl 2-[6-[3-[[ethyl(methyl)sulfamoyl] amino]-2,6-difluoro-benzoyl]-4-oxo-quinazolin-3-yl]-7-azaspiro[3.5]nonane-7-carboxylate C(C)N(S(=O)(=O)NC=1C(=C(C(=O)C=2C=C3C(N(C=NC3=CC2)C2CC3(C2)CCN(CC3)C(=O)OC(C)(C)C)=O)C(=CC1)F)F)C